(3-Chloro-4-(trifluoromethoxy)phenyl)boronic acid Triisopropylborate C(C)(C)OB(OC(C)C)OC(C)C.ClC=1C=C(C=CC1OC(F)(F)F)B(O)O